C(CCCCC)S(=O)(=O)OC=1C=C(C=CC1)NC(=O)NC1=CC=C(C=C1)OS(=O)(=O)CCCCCC N-[3-(hexanesulfonyloxy)phenyl]-N'-[4-(hexanesulfonyloxy)phenyl]urea